C1(=CC=CC=C1)CCCN(C)C 1-Phenyl-3-dimethylamino-propane